ClC1=C(CNC(=O)[C@]2(C=3C=CC=NC3[C@@](CC2)(CO)O)F)C(=CC(=C1)F)F (5S-8S)-N-(2-Chloro-4,6-difluorobenzyl)-5-fluoro-8-hydroxy-8-(hydroxymethyl)-5,6,7,8-tetrahydrochinolin-5-carboxamid